C(C)C(CC1CC(CCC1)CC(CCCC)CC)CCCC 1,3-di-(2-ethylhexyl)-cyclohexane